methyl 3''-hydroxydispiro[adamantane-2,3'-[1,2,4]trioxolane-5',1''-cyclohexane]-5-carboxylate OC1CC2(CCC1)OC1(OO2)C2CC3CC(CC1C3)(C2)C(=O)OC